tert-butyl (5-(4-morpholinophenyl)thiazolo[5,4-b]pyridin-2-yl)carbamate O1CCN(CC1)C1=CC=C(C=C1)C1=CC=C2C(=N1)SC(=N2)NC(OC(C)(C)C)=O